NCC=1SC2=C(N1)C=C(C(=C2)OC)N2CC(C2)N(C)C (2-(aminomethyl)-6-methoxybenzo[d]thiazol-5-yl)-N,N-dimethylazetidin-3-amine